Cl[Si](CCCC#N)(CCC)CCC 4-[chloro(di-n-propyl)silyl]butanenitrile